ClC1=C(OCC=O)C=CC(=C1)Cl 2-(2,4-dichlorophenoxy)ethanone